C(C)(C)(C)OC(=O)N1C(CC1)COC1=NC(=NC(=C1)NC1CCC(CC1)(F)F)N1N=C(C=C1)C(F)F tert-butyl-2-(((6-((4,4-difluorocyclohexyl)amino)-2-(3-(difluoromethyl)-1H-pyrazol-1-yl)pyrimidin-4-yl)oxy)methyl)azetidine-1-carboxylate